CN(C1CC(C1)N(C=1SC2=C(N=NC(=C2)C2=C(C=C(C=C2)C=2C=NNC2)O)N1)C)C 2-(6-{[(1s,3s)-3-(Dimethylamino)cyclobutyl](methyl)amino}[1,3]thiazolo[4,5-c]pyridazin-3-yl)-5-(1H-pyrazol-4-yl)phenol